7-(2-(3,4-Difluorophenoxy)ethyl)-2-thia-7-azaspiro[3.5]nonane 2,2-dioxide FC=1C=C(OCCN2CCC3(CS(C3)(=O)=O)CC2)C=CC1F